O=C1NC(CCC1N1CC2=CC=C(C=C2C1=O)CNC(OC1CC2(C1)CCCC2)=O)=O spiro[3.4]octan-2-yl ((2-(2,6-dioxopiperidin-3-yl)-3-oxoisoindolin-5-yl)methyl)carbamate